bis-(2-chloroethyl)-amino-L-phenylalanine ClCC[C@](N(N)CCCl)(CC1=CC=CC=C1)C(=O)O